Phenoxyacetic acid ammonium salt [NH4+].O(C1=CC=CC=C1)CC(=O)[O-]